ClC=1C=CC(=C(C1)NC(C(=O)N[C@H](C(=O)NC1=CC=C(C(=O)O)C=C1)CC1=CC=CC=C1)=O)C=1NC=CN1 (S)-4-(2-(2-((5-chloro-2-(1H-imidazol-2-yl)phenyl)amino)-2-oxoacetamido)-3-phenylpropionamido)benzoic acid